4-(((R)-1-(3-Amino-5-(trifluoromethyl)phenyl)ethyl)amino)-6-(((S)-tetrahydrofuran-3-yl)oxy)quinoline NC=1C=C(C=C(C1)C(F)(F)F)[C@@H](C)NC1=CC=NC2=CC=C(C=C12)O[C@@H]1COCC1